C1(CCCC1)N1C(=CC2=C1N=C(N=C2)NC2=NC=C(C=C2)N2CCC(CC2)N2CCN(CC2)CC2=C(C=CC=C2)NC2C(NC(CC2)=O)=O)C(=O)N(C)C 7-cyclopentyl-2-((5-(4-(4-(2-((2,6-dioxopiperidin-3-yl)amino)benzyl)piperazin-1-yl)piperidin-1-yl)pyridin-2-yl)amino)-N,N-dimethyl-7H-pyrrolo[2,3-d]pyrimidine-6-carboxamide